CC1(CCCC(C1)C=1SC=CC1C)C(=O)C1(CCCC(C1)C=1SC=CC1C)C 2-methyl-[4-(methylthiophenyl) 2-cyclohexyl] ketone